C(C)O[Si](C=C[Si](C1=CC=CC=C1)(N1CCN(CC1)C)N1CCN(CC1)C)(OCC)OCC 1-triethoxysilyl-2-bis(4-methylpiperazin-1-yl)phenylsilylethylene